(R)-1-(2,5-difluoropyridin-3-yl)ethyl (4-(5-((1RS,2RS)-2-(difluoromethyl)cyclopropane-1-carboxamido)pyridin-2-yl)-1-methyl-1H-1,2,3-triazol-5-yl)carbamate FC([C@H]1[C@@H](C1)C(=O)NC=1C=CC(=NC1)C=1N=NN(C1NC(O[C@H](C)C=1C(=NC=C(C1)F)F)=O)C)F |&1:2,3|